CC(CN)C(C(C(C(C(C(CN)C)C)C)C)C)C 2,3,4,5,6,7,8-heptamethyl-1,9-nonanediamine